6-bromo-4-fluoro-3-iodo-1H-indazole BrC1=CC(=C2C(=NNC2=C1)I)F